C(C1=CC=CC=C1)OC1=NC(=NC2=C(C(=C(C=C12)Cl)Br)F)OC[C@]12CCCN2C[C@@H](C1)F 4-(benzyloxy)-7-bromo-6-chloro-8-fluoro-2-(((2R,7aS)-2-fluorotetrahydro-1H-pyrrolizin-7a(5H)-yl)methoxy)quinazoline